(3-{[(2R)-1-[4-(dimethylamino)but-2-ynoyl]azetidin-2-yl]methoxy}pyridin-4-yl)-3-[(3-fluoro-2-methoxyphenyl)amino]-1H,5H,6H,7H-pyrrolo[3,2-c]pyridin-4-one CN(CC#CC(=O)N1[C@H](CC1)COC=1C=NC=CC1N1C=C(C=2C(NCCC21)=O)NC2=C(C(=CC=C2)F)OC)C